C(C)OC(=O)C=1C=NN(C1)CC1=CC=C(C=C1)C1=NOC(=N1)C(F)(F)F.COC(C1CN(C1)C1=CC=C(C=C1)[N+](=O)[O-])OC 3-(dimethoxymethyl)-1-(4-nitrophenyl)azetidine ethyl-1-{4-[5-(trifluoromethyl)-1,2,4-oxadiazol-3-yl]benzyl}-1H-pyrazole-4-carboxylate